NC1=C(C(=O)NC2=CN=CC=3CCCCC23)C=C(C=C1)C(F)(F)F 2-amino-N-(5,6,7,8-tetrahydroisoquinolin-4-yl)-5-(trifluoromethyl)benzamide